C[C@@H](C(=O)O)NC1C=NC2=C(C=CC=C2S1)O 5-hydroxy-1,4-benzothiazinylalanine